C(CCC)C1=NC2=CC=C(C=C2CC1)C=1C=NN(C1)C Butyl-6-(1-methyl-1H-pyrazol-4-yl)-3,4-dihydroquinoline